3-(4-(2-(3,3-difluorocyclohexyl)-2-(1-methyl-1H-pyrazole-5-carboxamido)acetamido)phenyl)-2,4-dimethylpyridine 1-oxide FC1(CC(CCC1)C(C(=O)NC1=CC=C(C=C1)C=1C(=[N+](C=CC1C)[O-])C)NC(=O)C1=CC=NN1C)F